2,4-Dichloro-N-((4-sulfamoylphenyl)sulfonyl)benzamide ClC1=C(C(=O)NS(=O)(=O)C2=CC=C(C=C2)S(N)(=O)=O)C=CC(=C1)Cl